C(=C=C)N1C(NC2=NC=NC=C12)=O 7-(propa-1,2-dien-1-yl)-7,9-dihydro-8H-purin-8-one